[Cl-].CN1C=[N+](C=C1)C 1,3-Dimethylimidazolium chlorid